C(ON1C(CCC1=O)=O)(O[C@@H]1CC[C@@H](CC1)C1=CC=CC=C1)=O 2,5-dioxopyrrolidin-1-yl (cis-4-phenylcyclohexyl) carbonate